O.C([C@H](C)O)O (S)-propylene glycol hydrate